C1(CCCCC1)C1(NC(=NC=C1C1=COC=C1)NC1=CC(=CC(=C1)Cl)Cl)N 4-cyclohexyl-N2-(3,5-dichlorophenyl)-5-(furan-3-yl)pyrimidine-2,4-diamine